N-(2-methyl-2-pyridinyl)disilazane isopropyl-cis-3-((methylsulfonyl)amino)-2-((2-phenyl-1,3-oxazol-4-yl)methyl)piperidine-1-carboxylate C(C)(C)OC(=O)N1[C@H]([C@H](CCC1)NS(=O)(=O)C)CC=1N=C(OC1)C1=CC=CC=C1.CC1(NC=CC=C1)N([SiH3])[SiH3]